(R)-(6-(3-chloro-1H-pyrrolo[2,3-b]pyridin-5-yl)-8-(morpholin-3-yl)-3,4-dihydroisoquinolin-2(1H)-yl)(3,3-dimethylmorpholino)methanone ClC1=CNC2=NC=C(C=C21)C=2C=C1CCN(CC1=C(C2)[C@H]2NCCOC2)C(=O)N2C(COCC2)(C)C